fluoroboric acid F[B-](F)(F)F.[H+]